(R)-(6-(3-(2-ethoxyphenoxy)piperidin-1-yl)pyrazin-2-yl)carbamic acid tert-butyl ester C(C)(C)(C)OC(NC1=NC(=CN=C1)N1C[C@@H](CCC1)OC1=C(C=CC=C1)OCC)=O